C(#N)[C@@]1(CC12CC2)C=2C=C1C=C(N=CC1=CC2)NC(=O)C2CN(C2)C(CC)=O |o1:2| (R or S)-N-(6-(1-cyanospiro[2.2]pentan-1-yl)isoquinolin-3-yl)-1-propionylazetidine-3-carboxamide